CN1N=CN=C1C1=CC=C(C(=O)NC=2C=CC=C3C(=CC=NC23)C=2C=NN(C2)CC(F)(F)F)C=C1 4-(1-methyl-1H-1,2,4-triazol-5-yl)-N-(4-(1-(2,2,2-trifluoroethyl)-1H-pyrazol-4-yl)quinolin-8-yl)benzamide